FC1=C(C=CC=C1)[C@@H](C(=O)OC)N1C/C(/[C@@H](CC1)SCC(=O)C1=CC(=CC=C1)OC)=C\C(=O)O (E)-2-((R)-1-((S)-1-(2-fluorophenyl)-2-methoxy-2-oxoethyl)-4-((2-(3-methoxyphenyl)-2-oxoethyl)thio)piperidin-3-ylidene)acetic acid